tert-butyl 4-[4-[4-(6-amino-3-pyridinyl) piperazin-1-yl] phenyl]-piperazine-1-carboxylate NC1=CC=C(C=N1)N1CCN(CC1)C1=CC=C(C=C1)N1CCN(CC1)C(=O)OC(C)(C)C